P(=O)(OC1=C(C=CC=C1)CCCCCCCCC)(OC1=C(C=CC=C1)CCCCCCCCC)[O-] di(nonylphenyl) phosphate